CC(CC(=O)SCCNC(CCNC([C@@H](C(COP(OP(OC[C@@H]1[C@H]([C@H]([C@@H](O1)N1C=NC=2C(N)=NC=NC12)O)OP(=O)(O)O)(=O)O)(=O)O)(C)C)O)=O)=O)CC(=O)O 3-Methylglutaryl-CoA